C(CCC)[P+](COC)(CCCC)CCCC tributyl-methoxymethyl-phosphonium